(2-((1-(2-hydroxyethyl)-1H-pyrazol-4-yl)amino)-5-methylpyrimidin-4-yl)benzoic acid OCCN1N=CC(=C1)NC1=NC=C(C(=N1)C1=C(C(=O)O)C=CC=C1)C